7-(tert-butyl)-3,11-bis(9H-carbazol-9-yl-d8)-5,9-bis(3',5'-di-tert-butyl-[1,1'-biphenyl]-2-yl)-5,9-dihydro-5,9-diaza-13b-boranaphtho[3,2,1-de]anthracene C(C)(C)(C)C=1C=C2N(C=3C=C(C=CC3B3C2=C(C1)N(C=1C=C(C=CC13)N1C3=C(C(=C(C(=C3C=3C(=C(C(=C(C13)[2H])[2H])[2H])[2H])[2H])[2H])[2H])[2H])C1=C(C=CC=C1)C1=CC(=CC(=C1)C(C)(C)C)C(C)(C)C)N1C3=C(C(=C(C(=C3C=3C(=C(C(=C(C13)[2H])[2H])[2H])[2H])[2H])[2H])[2H])[2H])C1=C(C=CC=C1)C1=CC(=CC(=C1)C(C)(C)C)C(C)(C)C